1,3-bis-tert-butylcarbodiimide C(C)(C)(C)N=C=NC(C)(C)C